CN1C=2C=CC(=NC2C(=CC1=O)N1[C@@H](CNCC1)C)C#N (R)-5-methyl-8-(2-methylpiperazin-1-yl)-6-oxo-5,6-dihydro-1,5-naphthyridine-2-carbonitrile